P(=O)(OCCCCCC(C)C)(OCCCCCC(C)C)[O-].[Na+] sodium diisooctyl phosphate